N-(2,6-dioxopiperidin-3-yl)-4-(4-(2-(4-(4-((1R,2S)-6-hydroxy-2-phenyl-1,2,3,4-tetrahydronaphthalen-1-yl)phenyl)piperazin-1-yl)ethyl)piperazin-1-yl)benzamide O=C1NC(CCC1NC(C1=CC=C(C=C1)N1CCN(CC1)CCN1CCN(CC1)C1=CC=C(C=C1)[C@H]1[C@H](CCC2=CC(=CC=C12)O)C1=CC=CC=C1)=O)=O